CC([O-])C.C(CCCCCCCCCCC)C1=C(C=CC=C1)S(=O)(=O)[O-].C(CCCCCCCCCCC)C1=C(C=CC=C1)S(=O)(=O)[O-].C(CCCCCCCCCCC)C1=C(C=CC=C1)S(=O)(=O)[O-].[Ti+4] titanium tris(dodecylbenzenesulfonate) isopropoxide